ClC=1C(=C(NC=2C3=C(N=CN2)C=C(C(=N3)N3[C@@H]2CN([C@H](C3)CC2)C(=O)OC(C)(C)C)F)C=CC1OC(F)F)F tert-Butyl (1S,4S)-5-[4-[3-chloro-4-(difluoromethoxy)-2-fluoro-anilino]-7-fluoro-pyrido[3,2-d]pyrimidin-6-yl]-2,5-diazabicyclo[2.2.2]octane-2-carboxylate